7-(6-(1-(2,2,2-trifluoro-1-(4-fluorophenyl)ethyl)-1H-pyrazol-4-yl)pyrazin-2-yl)-[1,2,4]triazolo[1,5-a]pyridin-2-amine FC(C(C1=CC=C(C=C1)F)N1N=CC(=C1)C1=CN=CC(=N1)C1=CC=2N(C=C1)N=C(N2)N)(F)F